C(C)(C)(C)C=1C=C(C=CC1F)NC1=NC=CC=N1 N-(3-tert-butyl-4-fluorophenyl)pyrimidin-2-amine